(2R)-N2-(3',5'-difluoro-4'-hydroxy[1,1'-biphenyl]-4-yl)-N1-[4-(propan-2-yl)phenyl]pyrrolidine-1,2-dicarboxamide FC=1C=C(C=C(C1O)F)C1=CC=C(C=C1)NC(=O)[C@@H]1N(CCC1)C(=O)NC1=CC=C(C=C1)C(C)C